C(C)(C)(C)OC(=O)N1C(CN(CC1)C1=NC2=NC(=C(N=C2C(=N1)C1=C(C=C(C=C1)Cl)F)C)C)C=1C=NN(C1)C1CC1 4-[4-(4-chloro-2-fluoro-phenyl)-6,7-dimethyl-pteridin-2-yl]-2-(1-cyclopropylpyrazol-4-yl)piperazine-1-carboxylic acid tert-butyl ester